FC=1C=CC(=C(C(=O)N(C)C(C)C)C1)N1C=C(C=2C1=CN=CC2)[C@@H]2CC[C@@H](CC2)N2C[C@@H](CC2)CO 5-fluoro-2-(3-(cis-4-((R)-3-(hydroxymethyl)pyrrolidin-1-yl)cyclohexyl)-1H-pyrrolo[2,3-c]pyridin-1-yl)-N-isopropyl-N-methylbenzamide